7-(4-cyclopropyl-1H-imidazol-1-yl)-4,4-difluoro-3,4-dihydroisoquinolin-1(2H)-one C1(CC1)C=1N=CN(C1)C1=CC=C2C(CNC(C2=C1)=O)(F)F